COCC(=O)N(C)[C@H]1CNCC1 (R)-3-(2-methoxy-N-methylacetamido)pyrrolidin